2-((1H-benzo[d][1,2,3]triazol-5-yl)methyl)-3-((4-chloro-1-(1,3-dihydroxypropan-2-yl)-1H-pyrazol-3-yl)methyl)isoindolin-1-one N1N=NC2=C1C=CC(=C2)CN2C(C1=CC=CC=C1C2CC2=NN(C=C2Cl)C(CO)CO)=O